N-(tert-butyl)-2-(5-(ethylsulfonyl)-6-(2-(trifluoromethyl)pyrazolo[1,5-a]pyrimidin-5-yl)pyridin-2-yl)acetamide C(C)(C)(C)NC(CC1=NC(=C(C=C1)S(=O)(=O)CC)C1=NC=2N(C=C1)N=C(C2)C(F)(F)F)=O